FC1=C(C=CC(=C1)C(F)(F)F)[C@@H]1N(C[C@@H](C[C@@H]1O)C)C(=O)OC(C)(C)C Cis-tert-butyl (2S,3S,5R)-2-(2-fluoro-4-(trifluoromethyl)phenyl)-3-hydroxy-5-methylpiperidine-1-carboxylate